(3R,4R)-1-(1-((1S)-1-(2,4-dichlorophenyl)ethyl)-5,6-difluoro-1H-benzimidazol-2-yl)-4-fluoro-3-piperidinamine ClC1=C(C=CC(=C1)Cl)[C@H](C)N1C(=NC2=C1C=C(C(=C2)F)F)N2C[C@H]([C@@H](CC2)F)N